4-(4-Methylphenyl)-2-thiazolamine CC1=CC=C(C=C1)C=1N=C(SC1)N